(R)-N-((1S,2R)-1-(4-bromo-2-fluorophenyl)-2-fluoro-3-oxo-3-(2,4,6-trioxo-1-(tetrahydro-2H-pyran-4-yl)hexahydropyrimidin-5-yl)propyl)-2-methylpropane-2-sulfinamide BrC1=CC(=C(C=C1)[C@@H]([C@H](C(C1C(NC(N(C1=O)C1CCOCC1)=O)=O)=O)F)N[S@](=O)C(C)(C)C)F